7-(1H-indol-2-yl)-8,9,10,11-tetrahydro-3H-pyrazolo[4,3-a]phenanthridine N1C(=CC2=CC=CC=C12)C1=NC2=CC=C3C(=C2C=2CCCCC12)C=NN3